(R)-3-butyn-2-ol methanesulfonate CS(=O)(=O)O[C@H](C)C#C